((4-(4-methoxyphenyl)-6-((4-(trifluoromethoxy)phenyl)amino)-1,3,5-triazin-2-yl)ethynyl)benzonitrile COC1=CC=C(C=C1)C1=NC(=NC(=N1)NC1=CC=C(C=C1)OC(F)(F)F)C#CC1=C(C#N)C=CC=C1